9-methoxycarbonyltetracyclo[6.2.1.13,6.02,7]Dodec-4-ene COC(=O)C1C2C3C4C=CC(C3C(C1)C2)C4